FC=1C=C(C=CC1C1=CC(NC=C1)=O)NC([C@H](C(C1=CC=CC=C1)C1=CC=CC=C1)NC(=O)C1=CC=NN1C)=O (S)-N-(1-((3-fluoro-4-(2-oxo-1,2-dihydropyridin-4-yl)phenyl)amino)-1-oxo-3,3-diphenylpropan-2-yl)-1-methyl-1H-pyrazole-5-carboxamide